C(=O)(OCC1C2=CC=CC=C2C2=CC=CC=C12)N(CCCCCCCCCC)CC=O N-Fmoc-2-(N-decylamino)-acetaldehyde